C(C1=CC=CC=C1)SC=1N=C(SC1)C 4-(benzylsulfanyl)-2-methylthiazole